N-((5-chloro-6-(5,7-dihydro-6H-pyrrolo[3,4-b]pyridin-6-yl)-1H-indol-2-yl)methyl)acetamide ClC=1C=C2C=C(NC2=CC1N1CC2=NC=CC=C2C1)CNC(C)=O